C(C)(=O)O[C@H]1[C@@H](SC2=CC(=C(C(=C2)Cl)F)Cl)O[C@@H]([C@@H]([C@@H]1N=[N+]=[N-])OC(C)=O)COC(C)=O 3,5-Dichloro-4-fluorophenyl 2,4,6-tri-O-acetyl-3-azido-3-deoxy-1-thio-α-D-galactopyranoside